C(C1=CC=CC=C1)N1[C@H](CC(=C[C@H]1C)C=1SC2=C(N1)C(=CC(=C2)O)F)C ((2S,6R)-1-benzyl-2,6-dimethyl-1,2,3,6-tetrahydropyridin-4-yl)-4-fluorobenzo[d]thiazol-6-ol